(S)-1-(7-(8-ethynyl-7-fluoro-3-(methoxymethoxy)naphthalen-1-yl)-8-fluoro-2-(((2R,7aS)-2-fluorohexahydro-1H-pyrrolizin-7a-yl)methoxy)pyrido[4,3-d]pyrimidin-4-yl)-3-methylpiperidin-3-ol C(#C)C=1C(=CC=C2C=C(C=C(C12)C1=C(C=2N=C(N=C(C2C=N1)N1C[C@](CCC1)(O)C)OC[C@]12CCCN2C[C@@H](C1)F)F)OCOC)F